NC1=C2C(N(C(C2=C(C=C1)F)=O)[C@H](CS(=O)(=O)C)C1=NC(=C(C=C1)OC)OCC)=O (S)-4-amino-2-(1-(6-ethoxy-5-methoxypyridin-2-yl)-2-(methylsulfonyl)ethyl)-7-fluoroisoindoline-1,3-dione